(2S,3R)-2-[(2,2'-difluoro-3'-methyl[1,1'-biphenyl]-3-yl)methyl]-3-[(ethanesulfonyl)amino]-4,4-difluoro-N,N-dimethylpyrrolidine-1-carboxamide FC1=C(C=CC=C1C[C@@H]1N(CC([C@@H]1NS(=O)(=O)CC)(F)F)C(=O)N(C)C)C1=C(C(=CC=C1)C)F